4-((tert-butoxycarbonyl)amino)-1-(4-(4-((5-chloro-3-fluoropyridin-2-yl)oxy)phenyl)-1,3,5-triazin-2-yl)pyrrolidine-3-carboxylic acid C(C)(C)(C)OC(=O)NC1C(CN(C1)C1=NC=NC(=N1)C1=CC=C(C=C1)OC1=NC=C(C=C1F)Cl)C(=O)O